C1(=CC=CC2=CC=CC=C12)CC=1C(=C2N(C(C1)=O)C(=C(S2)CCC2=CC=CC=C2)C(=O)O)C2=CC(=CC=C2)C(F)(F)F 7-(naphthalen-1-ylmethyl)-5-oxo-2-phenethyl-8-(3-(trifluoromethyl)phenyl)-5H-thiazolo[3,2-a]pyridine-3-carboxylic acid